BrC1=CC=C(C=C1)[C@]12[C@](C3=C(C=NC=C3OC)O1)([C@@H]([C@@H]([C@H]2C2=CC=CC=C2)C(=O)NCC(C)(C)O)O)O |r| rac-(4bS,5R,6R,7S,7aR)-7a-(4-bromophenyl)-4b,5-dihydroxy-N-(2-hydroxy-2-methylpropyl)-4-methoxy-7-phenyl-4b,6,7,7a-tetrahydro-5H-cyclopenta[4,5]furo[2,3-c]pyridine-6-carboxamide